2-(4-bromophenyl)-1,2,3,4-tetrahydroisoquinoline BrC1=CC=C(C=C1)N1CC2=CC=CC=C2CC1